ClC=1C=CC(=C(CN2CCN(CC2)C(=O)OC=2C=NC=C(C2)C#N)C1)C(F)(F)F 5-Cyanopyridin-3-yl 4-(5-chloro-2-(trifluoromethyl) benzyl)piperazine-1-carboxylate